(3R)-3-amino-5-[(4-chlorophenyl)methyl]-8-fluoro-1,1-dioxo-7-[6-(trifluoromethyl)-2-pyridinyl]-2,3-dihydro-1λ6,5-benzothiazepine-4-One N[C@H]1CS(C2=C(N(C1=O)CC1=CC=C(C=C1)Cl)C=C(C(=C2)F)C2=NC(=CC=C2)C(F)(F)F)(=O)=O